BrC=1C(=NN(C1)C)C1=CC=C(C(=N1)C)F 6-(4-bromo-1-methyl-1H-pyrazol-3-yl)-3-fluoro-2-methylpyridine